1,5-Bis(acryloylthio)naphthalene C(C=C)(=O)SC1=CC=CC2=C(C=CC=C12)SC(C=C)=O